FC=1C=2N(C=C(C1)C=1C=CN3N=C(N=C(C31)OC)NC3CCC1(CC1)CC3)C(=CN2)C(=O)NC 8-fluoro-6-(4-methoxy-2-(spiro[2.5]oct-6-ylamino)pyrrolo[2,1-f][1,2,4]triazin-5-yl)-N-methylimidazo[1,2-a]pyridine-3-carboxamide